FC=1C=C(C=NC1C(F)(F)F)C1CCC(CC1)N1CC2(CS(C2)(=O)=O)CC1 6-((1r,4r)-4-(5-fluoro-6-(trifluoromethyl)pyridin-3-yl)cyclohexyl)-2-thia-6-azaspiro[3.4]octane 2,2-dioxide